(7S)-7-phenyl-N-[(3S)-7,9-difluoro-2-oxo-1,3,4,5-tetrahydro-1-benzazepine-3-yl]-6,7-dihydro-5H-pyrrolo[1,2-b][1,2,4]Triazole-2-carboxamide C1(=CC=CC=C1)[C@@H]1CCN2N=C(N=C21)C(=O)N[C@@H]2C(NC1=C(CC2)C=C(C=C1F)F)=O